4-methoxy-N-(4-(piperazin-1-yl)pyridin-2-yl)-7H-pyrrolo[2,3-d]pyrimidin-2-amine COC=1C2=C(N=C(N1)NC1=NC=CC(=C1)N1CCNCC1)NC=C2